C(#N)C1=C(C=C(C=C1)C=1N=NN(C1)[C@@H]1[C@H]([C@@H](O[C@H]2[C@@H]1OC(OC2)(C)C)C(=O)O)OC)F (4aR,6R,7R,8R,8aR)-8-(4-(4-cyano-3-fluorophenyl)-1H-1,2,3-triazol-1-yl)-7-methoxy-2,2-dimethylhexahydropyrano[3,2-d][1,3]dioxine-6-carboxylic acid